[Ca].O=C1NC(CCC1N1C(C2=CC=C(C(=C2C1=O)F)CN(C)CC1=CC=C(C=C1)C=1OC2=C(C1)C=C(C=C2C(=O)N)F)=O)=O 2-(4-((((2-(2,6-dioxopiperidin-3-yl)-4-fluoro-1,3-dioxoisoindolin-5-yl)methyl)(Methyl)amino)methyl)phenyl)-5-fluorobenzofuran-7-carboxamide calcium